N,N-dimethyl-arachidamide CN(C(CCCCCCCCCCCCCCCCCCC)=O)C